BrC1=NN2C(CN(CC2)C(=O)OC(C)(C)C)=C1NC(=O)NCC(OC)OC tert-butyl 2-bromo-3-(3-(2,2-dimethoxyethyl) ureido)-6,7-dihydropyrazolo[1,5-a]pyrazine-5(4H)-carboxylate